BrC=1C=C(C=NC1OC)NC(=O)C=1OC(=CN1)C1=CC=CC=C1 N-(5-bromo-6-methoxypyridin-3-yl)-5-phenyloxazole-2-carboxamide